2-(2,6-dioxopiperidin-3-yl)-5-fluoro-6-(1'-(piperidin-4-ylmethyl)-[4,4'-bipiperidin]-1-yl)isoindoline-1,3-dione trifluoroacetate FC(C(=O)O)(F)F.O=C1NC(CCC1N1C(C2=CC(=C(C=C2C1=O)F)N1CCC(CC1)C1CCN(CC1)CC1CCNCC1)=O)=O